Tert-butyl (1R,5S)-3-(2,7-dichloropyrido[2,3-d]pyrimidin-4-yl)-3,8-diazabicyclo[3.2.1]octan-8-carboxylate ClC=1N=C(C2=C(N1)N=C(C=C2)Cl)N2C[C@H]1CC[C@@H](C2)N1C(=O)OC(C)(C)C